{2'-amino-[1,1'-biphenyl]-2-yl}palladio methanesulfonate CS(=O)(=O)O[Pd]C1=C(C=CC=C1)C1=C(C=CC=C1)N